1-[2-(2-chlorophenyl)-3-(4-chlorophenyl)-5-(2-hydroxy-2-methyl-propoxy)pyrazolo[1,5-a]pyrimidin-7-yl]-4-ethoxy-piperidine-4-carboxamide ClC1=C(C=CC=C1)C1=NN2C(N=C(C=C2N2CCC(CC2)(C(=O)N)OCC)OCC(C)(C)O)=C1C1=CC=C(C=C1)Cl